C(C)(C)(C)C=1C=C(C(=C(C1)C1=CC=CC=C1)N)C1=CC=CC=C1 5'-(tert-butyl)[1,1':3',1''-terphenyl]-2'-amine